(2R,4R)-1-(tert-butoxycarbonyl)-4-phenylpyrrolidine-2-carboxylic acid C(C)(C)(C)OC(=O)N1[C@H](C[C@@H](C1)C1=CC=CC=C1)C(=O)O